O=C1NC2(CO1)CN(CCC2)C(=O)OCC2=CC=CC=C2 benzyl 2-oxo-3-oxa-1,7-diazaspiro[4.5]decane-7-carboxylate